8-(4-chloro-2-fluorophenyl)-6-((2s,4r)-2-(1-cyclopropyl-1H-pyrazol-4-yl)tetrahydro-2H-pyran-4-yl)-2,3-dimethylpyrido[3,4-d]pyrimidin-4(3H)-one ClC1=CC(=C(C=C1)C1=NC(=CC2=C1N=C(N(C2=O)C)C)[C@H]2C[C@H](OCC2)C=2C=NN(C2)C2CC2)F